N1(N=CN=C1)C=O (1H-1,2,4-triazol-1-yl)methanone